FC(C1=CC=C(OC2CCN(CC2)C(=O)C2=CC=C(C=C2)C(CO)(CO)O)C=C1)(F)F (4-(4-(trifluoromethyl)phenoxy)piperidin-1-yl)(4-(1,2,3-trihydroxypropan-2-yl)phenyl)methanone